C(C)C1(CC=NO1)C1=CC=CC=C1 5-ethyl-5-phenyl-4,5-dihydroisoxazole